(3-(2-(2-Aminoethoxy)ethoxy)propionylamino)-N-(6-(dimethylamino)pyridazin-3-yl)benzamide NCCOCCOCCC(=O)NC1=C(C(=O)NC=2N=NC(=CC2)N(C)C)C=CC=C1